tert-butyl 4-(4-((4-chloro-5-(trifluoromethyl)pyrimidin-2-yl)amino)-3-cyclopropylphenyl)piperidine-1-carboxylate ClC1=NC(=NC=C1C(F)(F)F)NC1=C(C=C(C=C1)C1CCN(CC1)C(=O)OC(C)(C)C)C1CC1